FC(C(=O)O)(F)F.NCCN(C(=O)C1=CC(=C(C=C1)N(S(=O)(=O)C)C)C(=O)NC1=CC=C(C=C1)S(=O)(=O)N1CCN(CC1)C1=CC(=CC(=C1)Cl)Cl)CCO N1-(2-Aminoethyl)-N3-[4-[4-(3,5-dichlorophenyl)piperazin-1-yl]sulfonylphenyl]-N1-(2-hydroxyethyl)-4-[methyl(methylsulfonyl)amino]benzene-1,3-dicarboxamide trifluoroacetate